(E)-1-(4-(1,1-dioxidobenzo[d]isothiazol-3-yl)piperazine-1-yl)-3-phenylprop-2-en-1-one O=S1(N=C(C2=C1C=CC=C2)N2CCN(CC2)C(\C=C\C2=CC=CC=C2)=O)=O